2-[4-(dimethylamino)phenyl]-7-[(3S)-3-methylpiperazin-1-yl]-4H-pyrido[1,2-a]pyrimidin-4-one CN(C1=CC=C(C=C1)C=1N=C2N(C(C1)=O)C=C(C=C2)N2C[C@@H](NCC2)C)C